(3R,7S)-2-(3,4-Dichlorobenzoyl)-9-(1-(4-fluoropyridin-2-yl)ethyl)-3-methyl-10-oxo-1,2,3,4,7,8,9,10-octahydropyrido[4',3':3,4]pyrazolo[1,5-a]pyrazine-7-carboxylic acid ClC=1C=C(C(=O)N2CC=3C(=NN4C3C(N(C[C@H]4C(=O)O)C(C)C4=NC=CC(=C4)F)=O)C[C@H]2C)C=CC1Cl